C12N(CC(CC1)C2)[C@@H]2[C@H](C1=CC(=CC(=C1C2)Cl)Cl)OC2=CC=CC=C2 4-[[(1s,2s)-2-[2-azabicyclo[2.2.1]heptan-2-yl]-4,6-dichloro-2,3-dihydro-1H-inden-1-yl]oxy]benzene